N-((1s,4s)-4-((7-Morpholino-1,6-naphthyridin-5-yl)oxy)cyclohexyl)pyrazin-2-amine O1CCN(CC1)C1=NC(=C2C=CC=NC2=C1)OC1CCC(CC1)NC1=NC=CN=C1